CC1CCC2(C3C=CC(C2C1)C3)C(C)=O 1-(7-methyl-1,5,6,7,8,8a-hexahydro-1,4-methanonaphthalen-4a(4H)-yl)ethan-1-one